5-(2-butanesulfonylbenzoyl)amino-3-(octahydroindolizin-7-yl)-benzofuran C(CCC)S(=O)(=O)C1=C(C(=O)NC=2C=CC3=C(C(=CO3)C3CCN4CCCC4C3)C2)C=CC=C1